BrCC1=NC(=NO1)C1=CC=C(C=C1)F 5-(bromomethyl)-3-(4-fluorophenyl)-1,2,4-oxadiazole